C(=C)[SiH]1[SiH]([SiH]([SiH]([SiH]([SiH]1C=C)C=C)C=C)C=C)C=C.[Cu] copper hexavinylcyclohexasilane